C(C)C(CS)CCCC 2-ethyl-1-hexyl thiol